tert-butyl 5-(3-(5-(pentan-3-ylcarbamoyl)oxazol-2-yl)phenyl)-1H-pyrazole-3-carboxylate CCC(CC)NC(=O)C1=CN=C(O1)C=1C=C(C=CC1)C1=CC(=NN1)C(=O)OC(C)(C)C